(1r,4r)-4-((5-(2-(2-aminopyridin-3-yl)-6-phenyl-1H-benzo[d]imidazol-1-yl)-6-methylpyridin-2-yl)carbamoyl)cyclohexane-1-carboxylic acid NC1=NC=CC=C1C1=NC2=C(N1C=1C=CC(=NC1C)NC(=O)C1CCC(CC1)C(=O)O)C=C(C=C2)C2=CC=CC=C2